ClC=1C=C(C=CC1)NC=1C2=C(N=CN1)N(C(=C2)C2=CC=CC=C2)C N-(3-chlorophenyl)-7-methyl-6-phenyl-7H-pyrrolo[2,3-d]pyrimidin-4-amine